2-(2,6-dioxopiperidine-3-yl)isoindoline-1,3-dione O=C1NC(CCC1N1C(C2=CC=CC=C2C1=O)=O)=O